NC1=CC(=C(C=C1)NS(=O)(=O)CC1=CC=C(C=C1)F)F N-(4-amino-2-fluorophenyl)-1-(4-fluorophenyl)methanesulfonamide